O1C=NC=C1C=1C=CC(=NC1)OCCCN1CCCCC1 1-[3-(5-oxazol-5-yl-pyridin-2-yloxy)-propyl]-piperidin